naphthalene-2,3-dicarboxylic chloride C1=C(C(=CC2=CC=CC=C12)C(=O)Cl)C(=O)Cl